ClC1=CC(=C2C=CC=NC2=C1)C1(CC1)NC(C1=C(C=CC(=C1)OCC1N(CC1)C)C)=O N-(1-(7-Chloroquinolin-5-yl)cyclopropyl)-2-methyl-5-((1-methylazetidin-2-yl)methoxy)benzamide